2-(1-(6-butyl-3-(4-methoxyphenyl)pyrazin-2-yl)piperidin-4-yl)acetic acid methyl ester COC(CC1CCN(CC1)C1=NC(=CN=C1C1=CC=C(C=C1)OC)CCCC)=O